OC1=NC(=NC=C1C(=O)NCC(=O)O)NS(=O)(=O)C1=CC=C(C=C1)OC 2-(4-hydroxy-2-(4-methoxybenzenesulphonylamino)pyrimidine-5-carboxamido)acetic acid